benzene-methanamine C1(=CC=CC=C1)CN